FC1=C(CC2=NC3=C(N2C[C@H]2OCC2)C=C(C=C3)C(=O)O)C=C(C(=C1)C1=NC(=CC=C1)OCC1=CC3=C(N(C(S3)=O)C)C=C1)F (S)-2-(2,5-difluoro-4-(6-((3-methyl-2-oxo-2,3-dihydrobenzo[d]thiazol-6-yl)methoxy)pyridin-2-yl)benzyl)-1-(oxetan-2-ylmethyl)-1H-benzo[d]imidazole-6-carboxylic acid